N-(3-(2,6-dioxopiperidin-3-yl)-1-methyl-1H-indazol-7-yl)acetamide hydrochloride Cl.O=C1NC(CCC1C1=NN(C2=C(C=CC=C12)NC(C)=O)C)=O